2-(2-(((1R,5S,6s)-3-azabicyclo[3.1.0]hexan-6-yl)oxy)-6-(bicyclo[1.1.1]pentan-1-ylmethoxy)pyridin-4-yl)propan-2-amine [C@@H]12CNC[C@H]2C1OC1=NC(=CC(=C1)C(C)(C)N)OCC12CC(C1)C2